1,2-di-β-naphthylethan C1=C(C=CC2=CC=CC=C12)CCC1=CC2=CC=CC=C2C=C1